2-(2-Fluoro-6-chlorophenyl)-5-(2,4-difluorophenyl-1H-imidazol-4-yl)-3-isobutyl-3H-imidazo[4,5-b]pyridin-2-ylamine methanesulfonate CS(=O)(=O)O.FC1=C(C(=CC=C1)Cl)C1(NC=2C(=NC(=CC2)C=2N=CN(C2)C2=C(C=C(C=C2)F)F)N1CC(C)C)N